4-((4-(4-((2,6-dioxopiperidin-3-yl)amino)phenyl)piperidin-1-yl)methyl)piperidin O=C1NC(CCC1NC1=CC=C(C=C1)C1CCN(CC1)CC1CCNCC1)=O